4Z-undecenal C(C=CCCCCCCCC)=O